I.FC=1C=C(CNC(=N)SC)C=C(C1F)F methyl (3,4,5-trifluorobenzyl)carbamimidothioate hydroiodide